2-(2-Biphenyl-4-ylmethyl-3-{hydroxy-[1-(1-isobutyryloxy-ethoxycarbonylamino)-ethyl]-phosphinoyl}-propionylamino)-propionic acid ethyl ester C(C)OC(C(C)NC(C(CP(=O)(C(C)NC(=O)OC(C)OC(C(C)C)=O)O)CC1=CC=C(C=C1)C1=CC=CC=C1)=O)=O